6-[6-acetyl-3-amino-5-[(3S,4S)-4-amino-3-methyl-2-oxa-8-azaspiro[4.5]decan-8-yl]pyrazin-2-yl]sulfanyl-5-chloro-3-(2-methoxyethyl)quinazolin-4-one C(C)(=O)C1=C(N=C(C(=N1)SC=1C(=C2C(N(C=NC2=CC1)CCOC)=O)Cl)N)N1CCC2([C@@H]([C@@H](OC2)C)N)CC1